methyl-5-[[(3S)-1-[2-oxo-2-[(2S,4S)-2-cyano-4-fluoro-pyrrolidin-1-yl]ethyl]pyrrolidin-3-yl]amino]quinoline-8-carboxamide CC1=NC2=C(C=CC(=C2C=C1)N[C@@H]1CN(CC1)CC(N1[C@@H](C[C@@H](C1)F)C#N)=O)C(=O)N